3-([1,1'-biphenyl]-4-yl)propane-1-sulfonyl fluoride C1(=CC=C(C=C1)CCCS(=O)(=O)F)C1=CC=CC=C1